1-(2-(6-oxa-3-azabicyclo[3.1.1]heptan-3-yl)ethyl)-4-hydroxy-N-((1s,4s)-4-methylcyclohexyl)-2-oxo-1,2-dihydro-1,8-naphthyridine-3-carboxamide C12CN(CC(O1)C2)CCN2C(C(=C(C1=CC=CN=C21)O)C(=O)NC2CCC(CC2)C)=O